C(C)C1(C(NC(C(C1)(C(=O)O)CC)C)C)C(=O)O 3,5-diethyl-2,6-dimethyl-1,4-dihydropyridine-3,5-dicarboxylic acid